COC1=C(NCC2CC(C2)C2=CC(=C3C=CN(C3=C2)CC(F)(F)F)NC(OC(C)(C)C)=O)C=CC(=C1)S(=O)(=O)C tert-butyl N-[6-[3-[(2-methoxy-4-methylsulfonyl-anilino)methyl]cyclobutyl]-1-(2,2,2-trifluoroethyl)indol-4-yl]carbamate